C(=C(C)C)N1C=CC2=CC(=CC=C12)C1=CC(=NO1)C(=O)O 5-(N-isobutenylindol-5-yl)isoxazole-3-carboxylic acid